n-octadecyl-3-(3,5-di-tert-butyl-4-hydroxyphenyl)-propionate C(CCCCCCCCCCCCCCCCC)OC(CCC1=CC(=C(C(=C1)C(C)(C)C)O)C(C)(C)C)=O